N1N=CC(=C1)C1=CC=C(C=C1)N1C(N(C2(C1)CCN(CC2)CCC(F)(F)F)CC2=CC(=CC=C2)OC)=O 3-(4-(1H-pyrazol-4-yl)phenyl)-1-(3-methoxybenzyl)-8-(3,3,3-trifluoropropyl)-1,3,8-triazaspiro[4.5]decan-2-one